BrC1=CC=C(COC=2C=C3C(C(=CNC3=CC2)C(=O)O)=O)C=C1 6-((4-bromobenzyl)oxy)-4-oxo-1,4-dihydroquinoline-3-carboxylic acid